C[C@@H]1N(C[C@H](N(C1)C(C1=CC=C(C=C1)C(F)(F)F)[C@@H]1C[C@H](C1)C(F)(F)F)C)C=1C=2N=CN(C2N2C(N1)=NN=C2)CCN(C)C 2-(4-((2S,5R)-2,5-dimethyl-4-(((trans)-3-(trifluoromethyl)cyclobutyl)(4-(trifluoromethyl)phenyl)methyl)piperazin-1-yl)-1H-[1,2,4]triazolo[3,4-b]purin-1-yl)-N,N-dimethylethan-1-amine